C(C)=C1C2C=CC(C1)C2 5-Ethylidene-2-Norbornen